C12CCC(CC1)N2CC(=O)C2=C(N(C(=C2C)CCCCS(=O)(=O)C)C2=C(C#N)C=CC=C2)C (3-(2-(7-azabicyclo[2.2.1]heptan-7-yl)acetyl)-2,4-dimethyl-5-(4-(methylsulfonyl)butyl)-1H-pyrrol-1-yl)benzonitrile